NC1=CC(=NC(=C1)NC1=CC(=CC=C1)F)C(=O)NC1(CC2=CC=CC=C2C1)C 4-Amino-6-((3-fluorophenyl)amino)-N-(2-methyl-2,3-dihydro-1H-inden-2-yl)picolinamide